C12C(CCC2CCC1)=O bicyclo[3.3.0]octane-2-one